FC1=C(C(=CC=C1)F)C1=N[C@H](C(N(C=2SC=3OCCOCC3C12)CC(C(=O)OCC)=O)=N)C ethyl 3-[(13S)-15-(2,6-difluorophenyl)-12-imino-13-methyl-4,7-dioxa-9-thia-11,14-diazatricyclo[8.5.0.02,8]pentadeca-1(10),2(8),14-trien-11-yl]-2-oxo-propanoate